NC1=C(C(=NC(=C1C(=O)OC(C)(C)C)Cl)Cl)F tert-Butyl 4-amino-2,6-dichloro-5-fluoronicotinate